COC1=C(C=CC(=C1)OC)CN 1-(2,4-dimethoxyphenyl)methanamine